9-chloro-10-(2,4-difluorophenyl)-3-((((R)-1-methylpyrrolidin-2-yl)methoxy)methyl)-2,3-dihydro-5H-[1,4]oxazino[2,3,4-ij]quinazolin-5-one ClC=1C=C2C=NC(N3C2=C(C1C1=C(C=C(C=C1)F)F)OCC3COC[C@@H]3N(CCC3)C)=O